N-(4-(4-(trifluoromethoxy)phenyl)-4,5,6,7-tetrahydropyrazolo[1,5-a]pyrimidin-6-yl)acrylamide FC(OC1=CC=C(C=C1)N1C=2N(CC(C1)NC(C=C)=O)N=CC2)(F)F